ClC1=C(C=CC(=C1)C(F)(F)F)N1C(SC2=C1C=CC(=C2)O)=O (2-chloro-4-(trifluoromethyl)-phenyl)-6-hydroxybenzothiazol-2(3H)-one